3-cyclopropylpropanoyl chloride C1(CC1)CCC(=O)Cl